N1(N=NN=C1)C[C@H](C)OC1=NC=CC(=N1)O 2-{[(2S)-1-(1H-tetrazol-1-yl)propan-2-yl]oxy}pyrimidin-4-ol